tert-butyl 2-[2-(benzylsulfanyl)-5-chlorophenyl]-2,2-difluoroacetate C(C1=CC=CC=C1)SC1=C(C=C(C=C1)Cl)C(C(=O)OC(C)(C)C)(F)F